rac-(6R)-7-(4-bromo-3-chloro-benzoyl)-2-[4-(cyclopropoxy)phenyl]-6-methyl-3-oxo-N-[(2-pyrazol-1-ylphenyl)methyl]-6,8-dihydro-5H-imidazo[1,5-a]pyrazine-1-carboxamide BrC1=C(C=C(C(=O)N2CC=3N(C[C@H]2C)C(N(C3C(=O)NCC3=C(C=CC=C3)N3N=CC=C3)C3=CC=C(C=C3)OC3CC3)=O)C=C1)Cl |r|